NC1=C(C=2C(=NC=C(N2)C(=O)NC=2C=NC=CC2)N1C1=C(C(=CC=C1C)OC)C)C(=O)N 6-amino-5-(3-methoxy-2,6-dimethyl-phenyl)-N2-(3-pyridinyl)pyrrolo[2,3-b]Pyrazine-2,7-dicarboxamide